2-(5-chloro-1-cyclopropyl-7-(1,2-dihydroxyethyl)-1H-pyrazolo[4,3-b]pyridin-3-yl)isoindoline-1,3-dione ClC1=CC(=C2C(=N1)C(=NN2C2CC2)N2C(C1=CC=CC=C1C2=O)=O)C(CO)O